O1C(OCC1)CCN1N=C2C=C(C(=CC2=C1)NC(=O)C=1N=C(SC1)C=1C=NC=CC1)C1=COC=C1 N-(2-(2-(1,3-dioxolane-2-yl)ethyl)-6-(furan-3-yl)-2H-Indazole-5-yl)-2-(pyridine-3-yl)thiazole-4-carboxamide